fmoc-2-aminoacrylic acid C(=O)(OCC1C2=CC=CC=C2C2=CC=CC=C12)C=C(C(=O)O)N